5-[(2R,6S)-2-Methyl-6-[[4-(5,6,7,8-tetrahydro-1,7-naphthyridin-2-yl)piperazin-1-yl]methyl]morpholin-4-yl]chinolin-8-carbonitril C[C@@H]1CN(C[C@@H](O1)CN1CCN(CC1)C1=NC=2CNCCC2C=C1)C1=C2C=CC=NC2=C(C=C1)C#N